9-(4-((1-(3-fluoropropyl)azetidin-3-yl)methyl)phenyl)-8-(1H-pyrrol-2-yl)-6,7-dihydro-5H-benzo[7]annulene FCCCN1CC(C1)CC1=CC=C(C=C1)C1=C(CCCC2=C1C=CC=C2)C=2NC=CC2